OC1=C(C=CC(=C1)OCCCCCCCC)C1=CC=CC(=C1)C1=CC=CC=C1 2-(2-hydroxy-4-octyloxyphenyl)-4,6-biphenyl